6-{methyl[(1s,4s)-4-(methylamino)cyclohexyl]amino}[1,3]thiazolo[4,5-c]pyridazin CN(C=1SC2=C(N=NC=C2)N1)C1CCC(CC1)NC